(S)-4-(3-(5-(trifluoromethyl)pyridin-2-yloxy)pyrrolidin-1-yl)biphenyl FC(C=1C=CC(=NC1)O[C@@H]1CN(CC1)C1=CC=C(C=C1)C1=CC=CC=C1)(F)F